OC(CC)(C)C=1NC(C=2SC(=C3OCCCC1C32)C=3C=NN(C3)C(C3=CC=CC=C3)(C3=CC=CC=C3)C3=CC=CC=C3)=O 7-(1-hydroxy-1-methyl-propyl)-2-(1-tritylpyrazol-4-yl)-12-oxa-3-thia-6-azatricyclo[6.4.1.04,13]trideca-1,4(13),7-trien-5-one